CN1N=NC(=C1C1=C2C(=NC(=C1)N1[C@@H](COCC1)C)C(=NS2=O)C2=CC(=NN2)C)C 7-(1,4-dimethyl-1H-1,2,3-triazol-5-yl)-3-(3-methyl-1H-pyrazol-5-yl)-5-((R)-3-methylmorpholino)isothiazolo[4,5-b]pyridine 1-oxide